C(C(C)C)(=O)C1=CC(=C(COC2=CC=CC(=N2)C2CCN(CC2)C(=O)OC(C)(C)C)C=C1)OC Tert-butyl 4-(6-((4-isobutyryl-2-methoxybenzyl)oxy)pyridin-2-yl)piperidine-1-carboxylate